O=C1N(C=CC=2C=CC=NC12)C=1N=C(OC1C1=CC=C(C=C1)C(F)(F)F)C(=O)O 4-(8-oxo-1,7-naphthyridin-7(8H)-yl)-5-(4-(trifluoromethyl)phenyl)oxazole-2-carboxylic acid